ethyl (3S)-3-[5-bromo-3-(difluoromethyl)-2-fluorophenyl]-3-{[(R)-2-methylpropane-2-sulfinyl]amino}propanoate BrC=1C=C(C(=C(C1)[C@H](CC(=O)OCC)N[S@](=O)C(C)(C)C)F)C(F)F